N1(CCCCC1)CCNCC1=NC2=C(C=CC=C2C=C1)NS(=O)(=O)C1=CC=C(C=C1)C(F)(F)F N-(2-(((2-(Piperidin-1-yl)ethyl)amino)methyl)quinolin-8-yl)-4-(trifluoromethyl)benzenesulfonamide